CN(C/C=C/C(=O)N1CC2=C([C@@H](C1)C1=C(C=CC=C1)C=1C(=NN(C1)CCF)C(F)(F)F)C=C(S2)C#N)C (S,E)-6-(4-(dimethylamino)but-2-enoyl)-4-(2-(1-(2-fluoroethyl)-3-(trifluoromethyl)-1H-pyrazol-4-yl)phenyl)-4,5,6,7-tetrahydrothieno[2,3-c]pyridine-2-carbonitrile